1,9-bis(triethoxysilyl)nonane methyl-1-((5-(3-bromo-2-chlorophenyl)-3-methoxypyrazin-2-yl)methyl)piperidine-4-carboxylate COC(=O)C1CCN(CC1)CC1=NC=C(N=C1OC)C1=C(C(=CC=C1)Br)Cl.C(C)O[Si](CCCCCCCCC[Si](OCC)(OCC)OCC)(OCC)OCC